ClC=1C(=C(C=CC1)[C@H]1[C@@H](N[C@H]([C@@]12CNC1=C2C=NC(=C1)C(F)(F)F)CC(C)(C)C)C(=O)O)F (2S,3S,4S,5R)-4-(3-chloro-2-fluorophenyl)-2-(2,2-dimethylpropyl)-6'-(trifluoromethyl)-1',2'-dihydrospiro[pyrrolidine-3,3'-pyrrolo[3,2-c]pyridine]-5-carboxylic acid